ClC1=C(OC2CCC3(CN(C3)C(=O)N3CC4(C3)NC(OC4)=O)CC2)C=C(C=C1)Cl 2-[7-(2,5-dichlorophenoxy)-2-azaspiro[3.5]nonane-2-carbonyl]-7-oxa-2,5-diazaspiro[3.4]octan-6-one